5-pregnane-3,20-dione CC(=O)[C@H]1CC[C@@H]2[C@@]1(CC[C@H]3[C@H]2CC[C@@H]4[C@@]3(CCC(=O)C4)C)C